CC(C#C)(CCCC(CC)C)O 3,7-dimethylnon-1-yn-3-ol